(E)-3-(3-Azidophenyl)allyl-tert-butyl carbonate C(OC(CC\C=C\C1=CC(=CC=C1)N=[N+]=[N-])(C)C)([O-])=O